CN(C(OC1=C(C=C2C(=C(C(OC2=C1)=O)CC1=C(C(=CC=C1)NS(NC)(=O)=O)F)CN(C)CC)F)=O)C 4-((ethyl(methyl)amino)methyl)-6-fluoro-3-(2-fluoro-3-((N-methylsulfamoyl)amino)benzyl)-2-oxo-2H-chromen-7-yl dimethylcarbamate